S([O-])(O)(=O)=O.[K+] potassium bisulfate